FC=1C=C(OC=2C(=CC(=NC2)N)C)C=C(C1)F 5-(3,5-difluorophenoxy)-4-methylpyridin-2-amine